C(CCCCCCCCCCCCCCC)OC1=NC2=C(CO1)C=C(C=C2)C hexadecyloxy-6-methyl-4H-3,1-benzoxazine